1-(3,4-dicyclopropoxybenzyl)-3-(2-isopropylphenyl)piperazine tert-Butyl-(2-(2-chloro-4-iodo-1H-imidazol-1-yl)ethyl)carbamate C(C)(C)(C)N(C(O)=O)CCN1C(=NC(=C1)I)Cl.C1(CC1)OC=1C=C(CN2CC(NCC2)C2=C(C=CC=C2)C(C)C)C=CC1OC1CC1